benzopyrimidineselon N1C(N=CC2=C1C=CC=C2)=[Se]